(R)-7-cyano-4-(ethylamino)-N-(2-fluoro-3-hydroxy-3-methylbutyl)-5H-pyrido[3,2-b]indole-3-carboxamide C(#N)C=1C=CC=2C3=C(NC2C1)C(=C(C=N3)C(=O)NC[C@H](C(C)(C)O)F)NCC